(2S)-2-amino-5-(methylamino)-5-oxopentanoic acid N[C@H](C(=O)O)CCC(=O)NC